OC1=C(C=C(CC2=C(C=C(OCC(=O)NCC)C=C2C)C)C=C1)C(C)C (2-(4-(4-hydroxy-3-isopropylbenzyl)-3,5-dimethylphenoxy)acetamido)ethane